ClC1=NC=C(C(=C1)NCCCOC1=C(C=NN1C)C1=NC=CC(=N1)N)C1=NN(C=C1)C(F)F 2-(5-(3-((2-chloro-5-(1-(difluoromethyl)-1H-pyrazol-3-yl)pyridin-4-yl)amino)propoxy)-1-methyl-1H-pyrazol-4-yl)pyrimidin-4-amine